C(C1=CC=CC=C1)[N+]1=CC=C(C=C1)O[C@H]1[C@@H](CC2(CN(C2)C(=O)OC(C)(C)C)CC1)C tert-butyl (6R,7R)-7-(1-benzylpyridin-1-ium-4-yl)oxy-6-methyl-2-azaspiro[3.5]nonane-2-carboxylate